CC1=C(OC2=C(C=C(C=C2C1=O)C)[C@@H](C)NC1=C(C=CC=C1)C1=CC(NC=C1)=O)C1=CC=CC=C1 4-[2-[[(1R)-1-(3,6-Dimethyl-4-oxo-2-phenyl-chromen-8-yl)ethyl]amino]phenyl]-1H-pyridin-2-one